C(CCCCCCC)N1C(CCC1=O)=S N-octyl-thiosuccinimide